C(#N)C=1C(C2=CC=CC=C2C1)=O cyano-Indenone